tert-Butyl (R,E)-3-(3-((1-(3,4-dimethoxyphenyl)ethyl)amino)-3-oxoprop-1-en-1-yl)-5-(4,4,5,5-tetramethyl-1,3,2-dioxaborolan-2-yl)-1H-pyrrolo[2,3-b]pyridine-1-carboxylate COC=1C=C(C=CC1OC)[C@@H](C)NC(/C=C/C1=CN(C2=NC=C(C=C21)B2OC(C(O2)(C)C)(C)C)C(=O)OC(C)(C)C)=O